NC(CNC(OCC1=CC=CC=C1)=O)(C)C benzyl (2-amino-2-methylpropyl)carbamate